2-[2-(3,4-dimethoxyphenyl)-6-methyl-3-oxo-pyridazine-4-carbonyl]-5,5-dimethyl-cyclohexane-1,3-dione COC=1C=C(C=CC1OC)N1N=C(C=C(C1=O)C(=O)C1C(CC(CC1=O)(C)C)=O)C